BrCC1=CC=C(C=C1)OCC#C 1-(bromomethyl)-4-(prop-2-yn-1-yloxy)benzene